FC1=C(C=CC=C1)NC(=O)[C@H]1C(N(C[C@@H]1C1=CC(=CC=C1)C(F)(F)F)C)=O (3s,4s)-N-(2-fluorophenyl)-1-methyl-2-oxo-4-[3-(trifluoromethyl)phenyl]-3-pyrrolidinecarboxamide